C(C)(C)(C)OC(=O)N1CC(CC1)C(=O)O 1-tert-butoxycarbonyl-pyrrolidine-3-carboxylic acid